(S)-2-(8-aminooct-1-yn-1-yl)-5-(3-(2-(4-(4-chlorophenyl)-2,3,9-trimethyl-6H-thieno[3,2-f][1,2,4]triazolo[4,3-a][1,4]diazepin-6-yl)acetamido)propanamido)benzoic acid NCCCCCCC#CC1=C(C(=O)O)C=C(C=C1)NC(CCNC(C[C@H]1C=2N(C3=C(C(=N1)C1=CC=C(C=C1)Cl)C(=C(S3)C)C)C(=NN2)C)=O)=O